5-chloro-7-(3-fluoro-3-methylbutan-2-yl)-2-((3-hydroxytetrahydro-2H-pyran-4-yl)amino)pyrrolo[2,1-f][1,2,4]triazine-6-carbonitrile ClC=1C(=C(N2N=C(N=CC21)NC2C(COCC2)O)C(C)C(C)(C)F)C#N